N[C@@H](C(=O)N1CC(C1)C1=CC=CC=C1)CC1=C(C=C(C=C1)Cl)Cl (R)-2-amino-3-(2,4-dichlorophenyl)-1-(3-phenylazetidin-1-yl)propan-1-one